rel-4-((2S,3S,4R)-3-(3,4-difluoro-2-methoxyphenyl)-4-methoxy-5,5-dimethyltetrahydrofuran-2-carboxamido)pyridineamide FC=1C(=C(C=CC1F)[C@@H]1[C@H](OC([C@@H]1OC)(C)C)C(=O)NC1=CC(=NC=C1)C(=O)N)OC |o1:8,9,12|